NC=1N2C(C=3N(C(N(C3N1)CCNC1=CC=C(C=C1)OCCOC)=O)C)=NC(=N2)C=2OC=CC2 5-Amino-8-furan-2-yl-3-{2-[4-(2-methoxy-ethoxy)-phenylamino]-ethyl}-1-methyl-1,3-dihydro-[1,2,4]triazolo[5,1-i]purin-2-one